COC(=O)[C@H]1N(CC[C@@H]1OC)C(=O)OC(C)(C)C (2s,3s)-3-methoxypyrrolidine-1,2-dicarboxylic acid 1-tert-butyl 2-methyl ester